[C@H](C)(CC)N1N=CC=2N=C(N=C(C21)NC(CO)C=2C=NC1=CC=CC=C1C2)N2CCN(CC2)C(C)=O 1-{4-[1-((S)-sec-butyl)-7-(2-hydroxy-1-quinolin-3-yl-ethylamino)-1H-pyrazolo[4,3-d]pyrimidin-5-yl]-piperazin-1-yl}-ethanone